ClCC1OC(OC1)CC 4-chloromethyl-2-ethyl-1,3-dioxolane